C(C1=CC=CC=C1)OC(=O)N[C@@H](C(=O)OCC1=CC=CC=C1)CNC(=O)C1=CC2=NC=CC(=C2S1)CO (R)-benzyl 2-(((benzyloxy)carbonyl)amino)-3-(7-(hydroxymethyl)thieno[3,2-b]pyridine-2-carboxamido)propanoate